(S)-6-Chloro-3-((1-(3,6-dimethyl-2-(4-(methylsulfonyl)piperazin-1-yl)-4-oxo-3,4-dihydroquinazolin-8-yl)ethyl)amino)picolinic acid ClC1=CC=C(C(=N1)C(=O)O)N[C@@H](C)C=1C=C(C=C2C(N(C(=NC12)N1CCN(CC1)S(=O)(=O)C)C)=O)C